4-fluoro-2-(2H-1,2,3-triazol-2-yl)benzoyl chloride FC1=CC(=C(C(=O)Cl)C=C1)N1N=CC=N1